(3-bromophenyl)phenylsulfane BrC=1C=C(C=CC1)SC1=CC=CC=C1